N-(4-fluoro-3-(1-fluorovinyl)phenyl)benzamide butyl-N-(7-aminoheptyl)carbamate C(CCC)OC(NCCCCCCCN)=O.FC1=C(C=C(C=C1)NC(C1=CC=CC=C1)=O)C(=C)F